2-(2-Oxo-3-(1-(4-(trifluoromethyl)benzo[d]isoxazol-3-yl)piperidin-4-yl)-2,3-dihydro-1H-benzo[d]imidazol-1-yl)acetic acid tert-butyl ester C(C)(C)(C)OC(CN1C(N(C2=C1C=CC=C2)C2CCN(CC2)C2=NOC1=C2C(=CC=C1)C(F)(F)F)=O)=O